4-(2,3-difluoro-4-(1H-pyrazol-4-yl)phenyl)Piperidine hydrochloride Cl.FC1=C(C=CC(=C1F)C=1C=NNC1)C1CCNCC1